[Si](C)(C)(C)OS(=O)(=O)C(F)(F)F tmstriflate